C[C@]1(CN(C=2N=C(N=CC21)NC2=CC(=C(C=C2)N2CCN(CC2)C)C)C2=NN(C=C2)C)CO (S)-(5-methyl-7-(1-methyl-1H-pyrazol-3-yl)-2-((3-methyl-4-(4-methylpiperazin-1-yl)phenyl)amino)-6,7-dihydro-5H-pyrrolo[2,3-d]pyrimidin-5-yl)methanol